NC1=CC=CC=2N(C=NC21)C(=O)OC(C)(C)C tert-Butyl 4-amino-1H-benzimidazole-1-carboxylate